5-Bromo-2-iodopyridine BrC=1C=CC(=NC1)I